[Ru](Cl)Cl.N1=C(C=CC=C1)C1=NC=CC=C1.N1=C(C=CC=C1)C1=NC=CC=C1 bis(2,2-bipyridine) ruthenium dichloride